C(C)(C)(C)C=1C(=C(C=C(C1)C)N1N=C2C(=N1)C=CC=C2)O 2-(3-tert-butyl-5-methyl-2-hydroxyphenyl)benzotriazole